tert-Butyl (2S)-2-[[[4-[4-[[1-[(4-fluorophenyl)carbamoyl]cyclopropanecarbonyl]-amino]phenoxy]-7-methoxyquinazoline-6-carbonyl]amino]methyl]pyrrolidine-1-carboxylate FC1=CC=C(C=C1)NC(=O)C1(CC1)C(=O)NC1=CC=C(OC2=NC=NC3=CC(=C(C=C23)C(=O)NC[C@H]2N(CCC2)C(=O)OC(C)(C)C)OC)C=C1